C1(=C(C=CC(=C1)C)C)N1C(C2=CC(=C(C=C2C(=C1)C(=C)C)N1N=C(N(C1=O)CC)CO)F)=O 2-(2,5-xylyl)-6-(4-ethyl-3-(hydroxymethyl)-5-oxo-4,5-dihydro-1H-1,2,4-triazol-1-yl)-7-fluoro-4-(prop-1-en-2-yl)isoquinolin-1(2H)-one